F.N1=CC=CC=C1 Pyridine hydrofluoric acid salt